isobutylphenyl-sulfonium C(C(C)C)[SH+]C1=CC=CC=C1